N-(3-(difluoromethoxy)-5-methoxyphenyl)-N-methyl-3-((6-methyl-5-(pyrimidin-2-yl)pyridin-2-yl)amino)pyrrolidine-1-carboxamide FC(OC=1C=C(C=C(C1)OC)N(C(=O)N1CC(CC1)NC1=NC(=C(C=C1)C1=NC=CC=N1)C)C)F